(S)-5-amino-N-(3,4-dihydro-2H-pyrano[3,2-b]pyridin-4-yl)-N-((2',3,6'-trifluoro-[1,1'-biphenyl]-4-yl)methyl)-6,8-dihydro-1H-furo[3,4-d]pyrrolo[3,2-b]pyridine-2-carboxamide NC1=C2C(=C3C(=N1)C=C(N3)C(=O)N(CC3=C(C=C(C=C3)C3=C(C=CC=C3F)F)F)[C@H]3CCOC=1C3=NC=CC1)COC2